NC1=NC(=NC(=C1)F)F 4-amino-2,6-difluoropyrimidine